1-chloro-5-fluoro-4-nitroisoquinoline ClC1=NC=C(C2=C(C=CC=C12)F)[N+](=O)[O-]